FC=1C(=NC=CC1)NC(CC)=O N-(3-fluoropyridin-2-yl)propionamide